C(O[C@@H]1[C@@](O[C@H](C1)N1C2=NC(=NC(=C2N=C1)N)F)(C#C)COC(=O)OCCCCC12CC3CC(CC(C1)C3)C2)(OCC)=O ((2R,3S,5R)-2-[4-(1-adamantyl)butoxycarbonyloxymethyl]-5-(6-amino-2-fluoro-9H-purin-9-yl)-2-ethynyl-tetrahydrofuran-3-yl) ethyl carbonate